CC1=CC=C(C=C1)S(=O)(=O)[O-].C(C)(C)(C)C1=CC=C(C=C1)[I+]C1=CC=C(C=C1)C(C)(C)C di(4-tert-butylphenyl)iodonium p-toluenesulfonate